2-[(3aS,7aR)-1,3,3a,4,5,6,7,7a-octahydroisoindol-2-yl]-N-(3-methyl-sulfonylphenyl)-5-(trifluoromethyl)pyridine-3-carboxamide C1N(C[C@H]2CCCC[C@@H]12)C1=NC=C(C=C1C(=O)NC1=CC(=CC=C1)S(=O)(=O)C)C(F)(F)F